COC1=CC=C(CN2C=3N(C4=C(C2=O)CN(CC4)CC4=CC(=CC(=C4)Cl)Cl)CCCN3)C=C1 6-(4-Methoxybenzyl)-3-(3,5-dichlorobenzyl)-1,2,3,4,6,8,9,10-octahydro-5H-pyrido[3,4-e]pyrimido[1,2-a]pyrimidin-5-one